(1-(4-((1H-imidazol-1-yl)methyl)-2-chlorophenyl)-1H-imidazol-4-yl)-N-(1-(methylsulfonyl)piperidin-4-yl)-5-(trifluoromethyl)pyrimidin-2-amine N1(C=NC=C1)CC1=CC(=C(C=C1)N1C=NC(=C1)C1=NC(=NC=C1C(F)(F)F)NC1CCN(CC1)S(=O)(=O)C)Cl